O[C@H](C)C1=NC=2C(=C3C(=NC2)N(C=C3)S(=O)(=O)C3=CC=C(C)C=C3)N1N1CCC(CC1)CC#N (R)-2-(1-(2-(1-hydroxyethyl)-6-p-toluenesulfonyl-imidazo[4,5-d]pyrrolo[2,3-b]pyridine-1(6H)-yl)piperidin-4-yl)acetonitrile